C(C)(C)(C)NC(C(=O)N1[C@@H]([C@H]2C[C@H]2C1)C(=O)N[C@@H](C[C@H]1C(NCC1)=O)C(COC(F)(F)F)=O)=O (1S,2S,5R)-3-(2-(tert-butylamino)-2-oxoacetyl)-N-((S)-3-oxo-1-((S)-2-oxopyrrolidin-3-yl)-4-(trifluoromethoxy)butan-2-yl)-3-azabicyclo[3.1.0]hexane-2-carboxamide